C(C)(C)(C)OC(=O)N1[C@H](CC(=C[C@H]1C1CCCCC1)C1=C(C=C(C(=C1)F)[N+](=O)[O-])C)C1CCCCC1 cis-2,6-dicyclohexyl-4-(5-fluoro-2-methyl-4-nitrophenyl)-3,6-dihydropyridine-1(2H)-carboxylic acid tert-butyl ester